(R)-N-(1-(3-(cyclopropanesulfonamido)-2,6-difluorophenyl)-3-(dimethylamino)propyl)-5-(6-ethoxypyrazin-2-yl)thiazole-2-carboxamide C1(CC1)S(=O)(=O)NC=1C(=C(C(=CC1)F)[C@@H](CCN(C)C)NC(=O)C=1SC(=CN1)C1=NC(=CN=C1)OCC)F